ClC1=C(N=C(N1C)C1=C(C=C(C=C1)COC1=NC(=NC=C1OC)C=1C(=NC=NC1OC)C1CC1)F)C(F)(F)F 4-[[4-[5-chloro-1-methyl-4-(trifluoromethyl)imidazol-2-yl]-3-fluoro-phenyl]methoxy]-2-(4-cyclopropyl-6-methoxy-pyrimidin-5-yl)-5-methoxy-pyrimidine